ClC=1C=C(C=C(C1OC)F)C(=O)N1C2=C(OC3(C1)CC3)C=CN=C2 (3-chloro-5-fluoro-4-methoxyphenyl)(spiro[cyclopropane-1,2'-pyrido[4,3-b][1,4]oxazin]-4'(3'H)-yl)methanone